(6-fluoro-1-(4-fluoro-3-methoxyphenyl)-4-hydroxy-2-(3-hydroxy-1-methylcyclobutyl)-1H-indol-3-yl)-2-methoxybenzoic acid FC1=CC(=C2C(=C(N(C2=C1)C1=CC(=C(C=C1)F)OC)C1(CC(C1)O)C)C=1C(=C(C(=O)O)C=CC1)OC)O